COC1C(C2=CC=C(C=C2C1)C=1C2=C(N=C(N1)N1[C@H](CC1)C)CCC2)NS(=O)(=O)C N-(2-methoxy-5-(2-((S)-2-methylazetidin-1-yl)-6,7-dihydro-5H-cyclopenta[d]pyrimidin-4-yl)-2,3-dihydro-1H-inden-1-yl)methanesulfonamide